(R)-2-(4-((6-chlorobenzo[d]oxazol-2-yl)oxy)phenoxy)propanoic acid ClC1=CC2=C(N=C(O2)OC2=CC=C(O[C@@H](C(=O)O)C)C=C2)C=C1